N-(4-chloropyrimidin-2-yl)-7-fluoro-6-nitroquinazolin-4-amine ClC1=NC(=NC=C1)NC1=NC=NC2=CC(=C(C=C12)[N+](=O)[O-])F